methyl-butyl methacrylate C(C(=C)C)(=O)OC(CCC)C